CC1=NC=CC(=C1)NC(OCCOC1=CC2=C(N=C(S2)C2=C3N=CC(=NC3=CC(=C2)C)OC)C(=C1F)Cl)=O 2-((4-chloro-5-fluoro-2-(2-methoxy-7-methylquinoxalin-5-yl)benzo[d]thiazol-6-yl)oxy)ethyl (2-methylpyridin-4-yl)carbamate